C2-methyl-6-(trifluoromethyl)pyridine-3-sulfonyl chloride CC1=NC(=CC=C1S(=O)(=O)Cl)C(F)(F)F